S1SN=C(C=C1)CCO 2-(1,2,3-dithiazin-4-yl)ethanol